[1,3-Bis(2,4,6-trimethylphenyl)-2-imidazolidinylidene]dichloro(2-isopropoxyphenylmethylene)ruthenium CC1=C(C(=CC(=C1)C)C)N1C(N(CC1)C1=C(C=C(C=C1C)C)C)=[Ru](=CC1=C(C=CC=C1)OC(C)C)(Cl)Cl